C(C)(C)(C)NC(=O)NCCN(C)C 1-(tert-butyl)-3-(2-dimethylaminoethyl)urea